(S)-2-cyclopropyl-6-((3-fluoropyrrolidin-1-yl)methyl)-pyrimidine-4-carboxylic acid C1(CC1)C1=NC(=CC(=N1)C(=O)O)CN1C[C@H](CC1)F